4,7,13,16-tetraoxa-1,10-diazacyclooctadeca-5,14-diene N1CCOC=COCCNCCOC=COCC1